CC(C1=CC(=C(C(=C1)Br)O)Br)(P([O-])([O-])=O)C dimethyl-4-hydroxy-3,5-dibromobenzylphosphonate